FC=1C(=C(C=CC1F)[C@@H]1CO[C@@H]([C@H]1C)C(C)C)OC (2R,3R,4S,5R)-3-(3,4-difluoro-2-methoxy-phenyl)-5-isopropyl-4-methyl-tetrahydrofuran